C(C)(=O)N1\C(\C(C2=CC=CC=C12)=O)=C/C1=NC2=CC=C(C=C2C=C1)CN1CCS(CC1)(=O)=O (Z)-1-acetyl-2-((6-((1,1-dioxido-thiomorpholino)-methyl)quinolin-2-yl)methylene)-indolin-3-one